C1(CC1)CONC(C1=NC(=C(C=C1)N1CCN(CC1)CC1=CC=2C3=C(N(C(NC3=C1F)=O)CC)N=CN2)C)=O N-(cyclopropylmethoxy)-5-(4-((3-ethyl-9-fluoro-2-oxo-2,3-dihydro-1H-pyrimido[4,5,6-de]quinazolin-8-yl)methyl)piperazin-1-yl)-6-methylpicolinamide